CC1=C(N=C(N1)C1=NC=CC(=C1)C=1C=NC=C(C1)S(=O)(=O)C)C(=O)N1CC(C1)C#N 1-({5-Methyl-2-[5-(methylsulfonyl)-3,4'-bipyridin-2'-yl]-1H-imidazol-4-yl}carbonyl)azetidine-3-carbonitrile